tert-butyl (S)-3-(2,4-dioxo-3,4-dihydropyrimidin-1(2H)-yl)pyrrolidine-1-carboxylate O=C1N(C=CC(N1)=O)[C@@H]1CN(CC1)C(=O)OC(C)(C)C